5-(dimethylphosphino)quinoxalin-6-amine CP(C1=C2N=CC=NC2=CC=C1N)C